(R)-1-(6-(benzenesulfonyl)-1-((R)-1-(propylsulfonyl)pyrrolidin-3-yl)-1,6-dihydroimidazo[4,5-d]pyrrolo[2,3-b]pyridin-2-yl)ethanol C1(=CC=CC=C1)S(=O)(=O)N1C=CC=2C1=NC=C1C2N(C(=N1)[C@@H](C)O)[C@H]1CN(CC1)S(=O)(=O)CCC